Methyl 2-[[5-benzyloxy-2-fluoro-4-(1-hydroxy-1-methyl-ethyl)phenyl]methyl]-1H-benzimidazole-5-carboxylate C(C1=CC=CC=C1)OC=1C(=CC(=C(C1)CC1=NC2=C(N1)C=CC(=C2)C(=O)OC)F)C(C)(C)O